ClC1=C(OC2CN(C2)C(=O)N2C[C@@H]3[C@@H](OCC(N3)=O)CC2)C=CC=C1N1CC2(C1)OCCC2 (+)-(4aR,8aS)-6-[3-[2-Chloro-3-(5-oxa-2-azaspiro[3.4]octan-2-yl)phenoxy]azetidine-1-carbonyl]-4,4a,5,7,8,8a-hexahydropyrido[4,3-b][1,4]oxazin-3-one